ClC=1C2=C(C=C(N1)C#N)C=CN2 7-Chloro-1H-pyrrolo[3,2-d]pyridine-5-carbonitrile